C1(CC1)CN1C(=CC=2C1=NC(=CC2)C2=CC(=C(C=C2)OC)F)C2=NC1=C(N2C)C(=CC(=C1)C(=O)N1[C@@H]2CC[C@H](C1)[C@H]2N)OC (1R,4R,7R)-2-{2-[1-(cyclopropylmethyl)-6-(3-fluoro-4-methoxyphenyl)-1H-pyrrolo[2,3-b]pyridin-2-yl]-7-methoxy-1-methyl-1H-1,3-benzodiazole-5-carbonyl}-2-azabicyclo[2.2.1]heptan-7-amine